2-(tert-butyl)-4-chloro-5-((4-(4-fluorobut-1-yn-1-yl)benzyl)oxy)pyridazin C(C)(C)(C)N1NC=C(C(=C1)Cl)OCC1=CC=C(C=C1)C#CCCF